COC1=C(CN(S(=O)(=O)C2=C(C=C(C=C2C)F)C)C2=NC=NC=C2)C=CC(=C1)OC N-(2,4-Dimethoxybenzyl)-4-fluoro-2,6-dimethyl-N-(pyrimidin-4-yl)benzenesulfonamide